(S)-quinuclidin-3-yl (6-(3,4-difluorophenyl)-1,2,3,4-tetrahydronaphthalen-1-yl)carbamate FC=1C=C(C=CC1F)C=1C=C2CCCC(C2=CC1)NC(O[C@@H]1CN2CCC1CC2)=O